C(#CC)C=1C=C(OC2=C(N=NN2)C(=O)OCC)C=CC1 ethyl 5-(3-(prop-1-ynyl) phenoxy)-1H-1,2,3-triazole-4-carboxylate